CC=1C(=NON1)CC(=O)N1CCC(CC1)C1=NC(=NO1)C1=CC(=CC=C1)OC(F)(F)F 2-(4-methyl-1,2,5-oxadiazol-3-yl)-1-(4-(3-(3-(trifluoromethoxy)phenyl)-1,2,4-oxadiazol-5-yl)piperidin-1-yl)ethan-1-one